tert-butyl 3-[7-[8-ethynyl-7-fluoro-3-(methoxymethoxy)-1-naphthyl]-8-fluoro-2-(2-hydroxyethoxy)pyrido[4,3-d]pyrimidin-4-yl]-3,8-diazabicyclo[3.2.1]octane-8-carboxylate C(#C)C=1C(=CC=C2C=C(C=C(C12)C1=C(C=2N=C(N=C(C2C=N1)N1CC2CCC(C1)N2C(=O)OC(C)(C)C)OCCO)F)OCOC)F